CC=1C=CC(=NC1)CO 5-methyl-2-pyridinemethanol